C(C1=CC=CC=C1)=CC(=O)C=CC1=CC=CC=C1 Dibenzalacetone